FC1(CCN(CCC1)C1=NC2=CC=CN=C2C=C1C(=O)O)F 2-(4,4-difluoroazepan-1-yl)-1,5-naphthyridine-3-carboxylic acid